5-methyl-1,3,4-thiadiazole-2-sulfonyl fluoride CC1=NN=C(S1)S(=O)(=O)F